1,4-di(t-butyl-peroxy-isopropyl)benzene C(C)(C)(C)OOC(C)(C)C1=CC=C(C=C1)C(C)(C)OOC(C)(C)C